(4R)-4-[3-Oxo-3-[7-[[5-(trifluoro-methyl)-2-pyridyl]methyl]-2,7-diazaspiro[3.5]nonan-2-yl]propyl]oxazolidin-2-one O=C(CC[C@H]1NC(OC1)=O)N1CC2(C1)CCN(CC2)CC2=NC=C(C=C2)C(F)(F)F